[C@H]12CN(CC(CC1)C2)C2(CC(C2)N2C(C(C1=NC=C(C=C12)Br)(C)C)=O)C#N (1s,3s)-1-(3-azabicyclo[3.2.1]oct-3-yl)-3-(6-bromo-3,3-dimethyl-2-oxo-2,3-dihydro-1H-pyrrolo[3,2-b]pyridin-1-yl)cyclobutane-1-carbonitrile